2-(1-(tert-butoxycarbonyl)-5-(2-carbamoyl-6-(trifluoromethoxy)-1H-indol-1-yl)indolin-3-yl)acetic acid C(C)(C)(C)OC(=O)N1CC(C2=CC(=CC=C12)N1C(=CC2=CC=C(C=C12)OC(F)(F)F)C(N)=O)CC(=O)O